(S)-5-(tert-butoxy)-4-(18-(tert-butoxy)-18-oxo-octadecanoyl)-5-oxo-pentanoic acid C(C)(C)(C)OC([C@@H](CCC(=O)O)C(CCCCCCCCCCCCCCCCC(=O)OC(C)(C)C)=O)=O